C(CCC)OC(=O)N(C([O-])=O)C1=NC(=NC=C1)Cl butoxycarbonyl-N-(2-chloropyrimidin-4-yl)carbamate